trifluoro-1,3-pentadiene FC(C=CC=C)(F)F